1-[4-(dimethylethoxysilyl)phenyl]-1-phenylethene C[Si](C1=CC=C(C=C1)C(=C)C1=CC=CC=C1)(OCC)C